4,4-difluoro-3-methylpiperidine hydrochloride Cl.FC1(C(CNCC1)C)F